(S)-1-(2,2-difluoroethyl)pyrrolidin-3-ol FC(CN1C[C@H](CC1)O)F